7-methyl-2-(trifluoromethyl)quinolin-4-ol methyluridine-3'-phosphate P(=O)(O)(O)O[C@H]1[C@H]([C@@](O[C@@H]1CO)(N1C(=O)NC(=O)C=C1)C)O.CC1=CC=C2C(=CC(=NC2=C1)C(F)(F)F)O